(2-(4'-butyl-[1,1'-biphenyl]-4-carbonyl)hydrazine-1-thiocarbonyl)acetamide C(CCC)C1=CC=C(C=C1)C1=CC=C(C=C1)C(=O)NNC(=S)CC(=O)N